C(=O)(O)CN1CCN(CCN(CC1)CC(=O)O)CC(=O)O 2-[4,7-bis(carboxymethyl)-1,4,7-triazacyclononan-1-yl]acetic acid